N1=CC=C(C=C1)C1=NC=C(C=C1)C1=CC=NC=C1 2,5-di(4-pyridyl)pyridine